ClC=1C=C2/C(/C(NC2=CC1)=O)=C/1\C(N(/C(/S1)=N/C1=CC=C(C=C1)S(=O)(=O)N)C1=CC=C(C=C1)Cl)=O 4-(((Z)-5-((Z)-5-chloro-2-oxoindoline-3-ylidene)-3-(4-chlorophenyl)-4-oxothiazolidin-2-ylidene)amino)benzenesulphonamide